COC1=NC=CC(=C1)C1=NOC(=N1)[C@H](C)N (1S)-1-[3-(2-methoxy-4-pyridyl)-1,2,4-oxadiazol-5-yl]ethanamine